2-[(2S)-4-[7-(8-chloro-1-naphthyl)-2-[[(2S)-1-methylpyrrolidin-2-yl]methoxy]-6,8-dihydro-5H-pyrido[3,4-d]pyrimidin-4-yl]-1-[2-(trifluoromethyl)prop-2-enoyl]piperazin-2-yl]acetonitrile ClC=1C=CC=C2C=CC=C(C12)N1CC=2N=C(N=C(C2CC1)N1C[C@@H](N(CC1)C(C(=C)C(F)(F)F)=O)CC#N)OC[C@H]1N(CCC1)C